ClC=1C(=NC(=NC1)NC1CCOCC1)C1=CC=C2CN(C(C2=C1)=O)[C@@H](C(=O)N[C@H](C)C1=NC(=CC=C1)N1C[C@H](CC1)N(C)C)C (2R)-2-(6-{5-chloro-2-[(oxan-4-yl)amino]pyrimidin-4-yl}-1-oxo-2,3-dihydro-1H-isoindol-2-yl)-N-[(1R)-1-{6-[(3S)-3-(dimethylamino)pyrrolidin-1-yl]pyridin-2-yl}ethyl]propanamide